tert-butyl (1-(7-chloro-8-fluoro-2-((1-(hydroxymethyl) cyclopropyl) methoxy) pyrido[4,3-d]pyrimidin-4-yl)-3-methylpiperidin-3-yl)carboxylate ClC1=C(C=2N=C(N=C(C2C=N1)N1CC(CCC1)(C)C(=O)OC(C)(C)C)OCC1(CC1)CO)F